OC1=CN(C=C1)C1=NC(=NC(=N1)C1=NC(=CC=C1)C(F)(F)F)NC1=CC(=NC=C1)C(F)(F)F ((S)-3-hydroxypyrrol-1-yl)-6-(6-(trifluoromethyl)pyridin-2-yl)-N-(2-(trifluoromethyl)pyridin-4-yl)-1,3,5-triazin-2-amine